CN1N=C(C=2C1=C(N=NC2)N)C 1,3-dimethylpyrazolo[3,4-d]pyridazin-7-amine